N=1ON=C2C1C=CC=C2B(O)O benzo[c][1,2,5]oxadiazol-4-yl-boronic acid